(1r,4r)-4-(3-chloroanilino)-2'-{3-[(thieno[3,2-b]pyridin-7-yl)oxy]propyl}spiro[cyclohexane-1,1'-indene]-4-carboxylic acid ClC=1C=C(NC2(CCC3(C(=CC4=CC=CC=C34)CCCOC3=C4C(=NC=C3)C=CS4)CC2)C(=O)O)C=CC1